C(C=C)(=O)N1CC2C=3C(=NN(C3CCN2C(=O)OC(C)(C)C)C2=CC=C(C=C2)C(C)C)OC(C1)C tert-butyl 7-acryloyl-2-(4-isopropylphenyl)-9-methyl-2,3,4,5a,6,7,8,9-octahydro-5H-10-oxa-1,2,5,7-tetraazacycloocta[cd]indene-5-carboxylate